(2R,3S)-1-(2-Chlorobenzoyl)-2-(4-cyclopentylaminophenyl)piperidine-3-carboxylic acid (4-methyl-3-trifluoromethylphenyl)amide CC1=C(C=C(C=C1)NC(=O)[C@@H]1[C@@H](N(CCC1)C(C1=C(C=CC=C1)Cl)=O)C1=CC=C(C=C1)NC1CCCC1)C(F)(F)F